6-(3-(Dimethylamino)prop-1-yn-1-yl)-2-(4-methoxybenzyl)-5-(trifluoromethyl)pyridazin-3(2H)-one CN(CC#CC=1C(=CC(N(N1)CC1=CC=C(C=C1)OC)=O)C(F)(F)F)C